CN1CCN(CC1)C(=O)NCCCC[C@H](N)C(=O)O N6-(4-methylpiperazin-1-carbonyl)-L-lysine